OC1=C(C=CC(=C1)OCC(COCC(CCCC)CC)O)C1=NC(=NC(=N1)C1=C(C=C(C=C1)C)C)C1=C(C=C(C=C1)C)C 2-[2-hydroxy-4-[3-(2-ethylhexyloxy)-2-hydroxypropoxy]phenyl]-4,6-bis(2,4-dimethylphenyl)-s-triazine